CC(=NCCCC[C@@H](C(=O)O)N)N.Cl.Cl The molecule is a hydrochloride salt prepared from N(6)-acetimidoyl-L-lysine and two equivalents of hydrogen chloride. A selective inhibitor of inducible nitric oxide synthase. It has a role as an EC 1.14.13.39 (nitric oxide synthase) inhibitor. It contains a N(6)-acetimidoyl-L-lysinium(2+).